C(N)(OC(C(=O)N[C@@H](C[C@H]1C(NCC1)=O)C(C(=O)NCC)=O)CC1(CCC1)C)=O (1-(((S)-4-(ethylamino)-3,4-dioxo-1-((S)-2-oxopyrrolidin-3-yl) butan-2-yl) amino)-3-(1-methylcyclobutyl)-1-oxopropan-2-yl) carbamate